C(CCC)OC(=O)NCC=1C=C(C=CC1)B(O)O 3-((BUTOXYCARBONYLAMINO)METHYL)PHENYLBORONIC ACID